2,4,4-trimethyl-1-pentene 2-pyrimidinyl-methanesulfonate N1=C(N=CC=C1)CS(=O)(=O)O.CC(=C)CC(C)(C)C